((1-((4-ethoxy-3-(1-methyl-7-oxo-3-propyl-6,7-dihydro-1H-pyrazolo[4,3-d]pyrimidin-5-yl)phenyl)sulfonyl)azetidin-3-yl)azanediyl)bis(propane-3,1-diyl) dinitrate [N+](=O)(OCCCN(CCCO[N+](=O)[O-])C1CN(C1)S(=O)(=O)C1=CC(=C(C=C1)OCC)C=1NC(C2=C(N1)C(=NN2C)CCC)=O)[O-]